[1-[(5R)-4-[methyl(tetra-hydropyran-4-yl)amino]-5-oxido-6,7-dihydro-thieno[3,2-d]pyrimidin-5-ium-2-yl]azetidin-3-yl]pyridine-3-carboxylate CN(C=1C2=C(N=C(N1)N1CC(C1)OC(=O)C=1C=NC=CC1)CC[S@+]2[O-])C2CCOCC2